((2S,6R)-2,6-dimethylmorpholinyl)methanone trifluoroacetate FC(C(=O)O)(F)F.C[C@H]1CN(C[C@H](O1)C)C=O